O[C@H]1[C@@H](O[C@@H]([C@H]([C@@H]1O)O)CO)CNC(CCCC(=O)N)=O N5-(((2S,3R,4R,5S,6R)-3,4,5-trihydroxy-6-(hydroxymethyl)tetrahydro-2H-pyran-2-yl)methyl)pentanediamide